(4-((3-(difluoromethyl)-2-oxo-2,3-dihydro-1H-benzo[d]imidazol-1-yl)methyl)benzyl)carbamic acid tert-butyl ester C(C)(C)(C)OC(NCC1=CC=C(C=C1)CN1C(N(C2=C1C=CC=C2)C(F)F)=O)=O